CC1=C(C(=O)O)C=C(C=C1)N1CC(CC1)N1CCCCC1 2-methyl-5-(3-(piperidin-1-yl)pyrrolidin-1-yl)benzoic acid